4-isopropyl-7-methylthieno[3,2-c]pyridazine C(C)(C)C=1C2=C(N=NC1)C(=CS2)C